2-((1-methylpyrrolidin-3-yl)thio)-1,4-dihydroquinazoline dihydrochloride Cl.Cl.CN1CC(CC1)SC=1NC2=CC=CC=C2CN1